(1-Adamantyl)acrylamide C12(CC3CC(CC(C1)C3)C2)C(C(=O)N)=C